C1(=CC(=CC=C1)C(C(=O)N)C1=NC=CC(=C1)C(F)(F)F)C 2-(m-tolyl)-2-(4-(trifluoromethyl)pyridin-2-yl)acetamide